C(C1=CC=CC=C1)OC=1C=C2CCNC(C2=CC1OC)\C=C\C1=C(C=CC(=C1)C=1C=C2C(=NC1)NN=C2)C 6-(benzyloxy)-7-methoxy-1-{(E)-2-[2-methyl-5-(1H-pyrazolo[3,4-b]pyridin-5-yl)phenyl]ethenyl}-1,2,3,4-tetrahydroisoquinoline